C1(CC1)C1=NOC(=N1)C(C)(F)F 2-(3-Cyclopropyl-1,2,4-oxadiazol-5-yl)-2,2-difluoroethan